C(C)(=O)O.C(CCCCCCCCCCC)OCCCCCCCCCCCC laurylether acetate